C(#N)C=1C=C(C=CC1)C1=NN2C(N=C(C=C2)C(=O)N[C@@H](C)C(C)(C)O)=C1C1=CC(=NC(=C1)C)C 2-(3-cyanophenyl)-3-(2,6-dimethylpyridin-4-yl)-N-[(2S)-3-hydroxy-3-methylbutan-2-yl]pyrazolo[1,5-a]pyrimidine-5-carboxamide